[2-(3,6-Dimethyl-9H-carbazol-9-yl)ethyl]phosphonic acid CC=1C=CC=2N(C3=CC=C(C=C3C2C1)C)CCP(O)(O)=O